C[C@@]([C@H](C(=O)O)O)(O)CC 4,5-Dideoxy-3-C-methyl-D-erythro-pentonic acid